C1(CCCCC1)[C@@H](C(=O)NC1=CC=C(C=C1)C=1C(=NN(C1C)COCC[Si](C)(C)C)C)NC(OCC1=CC=CC=C1)=O Benzyl N-[(1S)-1-cyclohexyl-2-[4-[3,5-dimethyl-1-(2-trimethylsilylethoxy methyl)pyrazol-4-yl]anilino]-2-oxo-ethyl]carbamate